tert-butyl (2-((7-((3,4-dichlorophenyl)amino)benzo[b][1,8]naphthyridin-5-yl)amino)ethyl)carbamate ClC=1C=C(C=CC1Cl)NC1=CC=2C(=NC=3N=CC=CC3C2NCCNC(OC(C)(C)C)=O)C=C1